N-(6-chloro-4-((2,6-dimethoxyphenyl)amino)-5-methylpyridazin-3-yl)-6-ethoxypyridinecarboxamide ClC1=C(C(=C(N=N1)NC(=O)C1=NC(=CC=C1)OCC)NC1=C(C=CC=C1OC)OC)C